2,3,4,5-tetraphenylsilole C1(=CC=CC=C1)C=1[SiH2]C(=C(C1C1=CC=CC=C1)C1=CC=CC=C1)C1=CC=CC=C1